4'-ethynyladenosine triphosphate P(O)(=O)(OP(=O)(O)OP(=O)(O)O)OC[C@@]1([C@H]([C@H]([C@@H](O1)N1C=NC=2C(N)=NC=NC12)O)O)C#C